C(CCCCCCCC)(=O)OCC(COC(CCC(OCCCCCCCC)OCCCCCCCC)=O)COC(=O)OCCCN(CC)CC 3-((4,4-bis(octyloxy)butanoyl)oxy)-2-((((3-(diethylamino)propoxy)carbonyl)oxy)methyl)propyl nonanoate